COC1=C(N(C2=CC=C(C=C2)OC)C2=CC=C(C=C2)OC)C=C(C=C1)OC 2,5-dimethoxy-N,N-bis(4-methoxyphenyl)aniline